ClC1=C(C=C(OC2CCN(CC2)C(=O)N2N=C(C=C2)NS(=O)(=O)C)C=C1)OC1CCCC1 N-(1-(4-(4-chloro-3-(cyclopentyloxy)phenoxy)piperidine-1-carbonyl)-1H-pyrazol-3-yl)methanesulfonamide